C(CCCCCCCC)OC(CC/C=C/C=C)OCCCCCCCCC (3E)-7,7-dinonyloxy-1,3-heptadiene